ClC1=C(C=CC(=C1)CNCCOCCCCNC1=NC2=C(C3=CN=CC=C13)C=CC(=C2)C(=O)N)C2=CC=CC=C2 5-((4-(2-(((2-chloro-[1,1'-biphenyl]-4-yl)methyl)amino)ethoxy)butyl)amino)benzo[c][2,6]naphthyridine-8-carboxamide